BrC1=CC(=CC=2C(NC[C@H](OC21)C)=O)CO[Si](C2=CC=CC=C2)(C2=CC=CC=C2)C(C)(C)C (R)-9-bromo-7-(((tert-butyldiphenylsilyl)oxy)methyl)-2-methyl-3,4-dihydrobenzo[f][1,4]oxazepin-5(2H)-one